ClC1=CC=C(OCC(=O)NC23CC(C2)(C3)C3=NC(=NO3)COC3=CC=C(C=C3)Cl)C=C1 2-(4-chlorophenoxy)-N-(3-{3-[(4-chlorophenoxy)methyl]-1,2,4-oxadiazol-5-yl}bicyclo[1.1.1]pentan-1-yl)acetamide